C(=CC)N1CCCC1 1-propenylpyrrolidin